9-[4-(5-fluoropyrimidin-2-yl)-2,6-dimethyl-phenyl]-3-methoxy-3-azaspiro[5.5]undecane-8,10-dione FC=1C=NC(=NC1)C1=CC(=C(C(=C1)C)C1C(CC2(CCN(CC2)OC)CC1=O)=O)C